CN([C@@H]1C(C[C@H](CC1)NC1=NC2=C(C=C(C=C2C=N1)C1=CC(=C(C(=C1)F)NS(=O)(=O)CCC)F)C(C)C)F)C N-(4-(2-(((1S,4S)-4-(dimethylamino)-3-fluorocyclohexyl)amino)-8-isopropyl-quinazolin-6-yl)-2,6-difluorophenyl)propane-1-sulfonamide